FC1=C(C(=CC(=C1)F)OC(C)C)C=1C2=C(C(=NC1C=1C=NC=3C[C@H](N(CC3C1)C(C=C)=O)C)C=1C=C3CCN(CC3=CC1)C)C=CS2 1-((7R)-3-(7-(2,4-difluoro-6-isopropoxyphenyl)-4-(2-methyl-1,2,3,4-tetrahydroisoquinolin-6-yl)thieno[3,2-c]pyridin-6-yl)-7-methyl-7,8-dihydro-1,6-naphthyridin-6(5H)-yl)prop-2-en-1-one